COC1=CC=C(CN(C=2C=3N(C=CN2)C(=NC3C3=CC=C(C=C3)OC3=CC=CC=C3)C3CCC(CC3)N3CCN(CC3)C)CC3=CC=C(C=C3)OC)C=C1 N,N-bis(4-methoxybenzyl)-3-((1s,4s)-4-(4-methylpiperazin-1-yl)cyclohexyl)-1-(4-phenoxyphenyl)imidazo[1,5-a]pyrazin-8-amine